(S)-5-((4-((2-hydroxy-1-phenylethyl)amino)-5-(5-(pyridin-2-yl)-1,3,4-oxadiazol-2-yl)pyrimidin-2-yl)amino)-3,3-dimethyl-[1,2]oxaborolo[4,3-b]pyridin-1(3H)-ol OC[C@H](C1=CC=CC=C1)NC1=NC(=NC=C1C=1OC(=NN1)C1=NC=CC=C1)NC1=CC=C2C(=N1)C(OB2O)(C)C